Cl.Cl.COC=1C=C(C=CC1C=1C=NNC1)N1C(C2(CC1)CCNCC2)=O 2-(3-methoxy-4-(1H-pyrazol-4-yl)phenyl)-2,8-diazaspiro[4.5]decan-1-one 2HCl